((1s,4s)-4-isopropylcyclohexyl)methanol C(C)(C)C1CCC(CC1)CO